ClC1=C(C(=CC(=C1)Cl)O)C1=CC=C(N=N1)N1CC2(C1)CC(C2)O 2-[6-(2,4-dichloro-6-hydroxy-phenyl)pyridazin-3-yl]-2-azaspiro[3.3]heptan-6-ol